N[C@@]1(CN(CC1)C1=C(C=NC(=C1C1=CC(=CC(=C1)F)Cl)C)C(=O)N[C@@H](C)C1CC1)C 4-[(3S)-3-amino-3-methylpyrrolidin-1-yl]-5-(3-chloro-5-fluorophenyl)-N-[(1S)-1-cyclopropylethyl]-6-methylpyridine-3-carboxamide